ClC1=C(C=C(C=C1)CN)C(F)(F)F (4-chloro-3-(trifluoromethyl)phenyl)methanamine